C[Si](C1=CC=C(C=C1)CC#N)(C(C)(C)C)C p-dimethyl-tert-butylsilylbenzeneacetonitrile